C(C)(C)(C)OOC(C)(C)OOC(C)(C)C 2,2-di(t-butyl-peroxy)propane